(R)-2-phenylpropylamine C1(=CC=CC=C1)[C@H](CN)C